1,2,4,5-tetramethyl-imidazole CN1C(=NC(=C1C)C)C